2-(2-(3-aminopyrrolidin-1-yl)-6-methylpyrimidin-4-yl)-4-(2,3-dihydrobenzofuran-7-yl)-2,3-dihydro-1H-pyrrolo[3,4-c]pyridin-1-one NC1CN(CC1)C1=NC(=CC(=N1)N1CC=2C(=NC=CC2C1=O)C1=CC=CC=2CCOC21)C